cis-tert-Butyl N-[4-[N-cyclopropyl-4-fluoro-2-(2-trimethylsilylethoxymethoxy) anilino]cyclohexyl]carbamate C1(CC1)N(C1=C(C=C(C=C1)F)OCOCC[Si](C)(C)C)[C@H]1CC[C@H](CC1)NC(OC(C)(C)C)=O